COC=C1C(C(C=C(C1)C(C)(C)C)=COC)O 2,6-dimethoxymethylene-4-tert-butylphenol